6-bromo-N-(4-((5-methoxy-2-(piperazin-1-yl)pyrimidin-4-yl)amino)-3-(trifluoromethyl)phenyl)picolinamide BrC1=CC=CC(=N1)C(=O)NC1=CC(=C(C=C1)NC1=NC(=NC=C1OC)N1CCNCC1)C(F)(F)F